7-chloro-6-fluoro-4-hydroxy-1-(3-isopropyl-1,5-dimethyl-1H-pyrazol-4-yl)-1,8-naphthyridin-2(1H)-one ClC1=C(C=C2C(=CC(N(C2=N1)C=1C(=NN(C1C)C)C(C)C)=O)O)F